S1C(=NC2=C1C=CC=C2)[C@H]2N(CCC1=C2N=CN1)C(=O)C1=C(N=CO1)C#N (S)-5-(4-(benzo[d]thiazol-2-yl)-4,5,6,7-tetrahydro-1H-imidazo[4,5-c]pyridine-5-carbonyl)oxazole-4-carbonitrile